FC1(C(C(C(C(C1(F)F)(F)F)(F)F)(F)F)(F)F)C(C(C(C(F)(F)F)(F)F)(F)F)(F)F 1,2,2,3,3,4,4,5,5,6,6-Undecafluoro-1-(nonafluorobutyl)cyclohexan